N-[1-(1-Methylimidazol-4-yl)sulfonylpiperidin-4-yl]-4-(2-methyl-1,3-thiazol-5-yl)-5-(trifluoromethyl)pyrimidin-2-amine CN1C=NC(=C1)S(=O)(=O)N1CCC(CC1)NC1=NC=C(C(=N1)C1=CN=C(S1)C)C(F)(F)F